ClC=1C=C2C=NN(C2=C(C1)C(=O)OC)CC=1C=NC(=CC1)C1=CC(=C(C=C1)F)OC methyl 5-chloro-1-((6-(4-fluoro-3-methoxyphenyl) pyridin-3-yl) methyl)-1H-indazole-7-carboxylate